6-methyl-4-oxo-3-[2-(pyrrolidin-1-yl)ethyl]-3,4-dihydrofuro[2,3-d]pyrimidine-5-carboxylic acid CC1=C(C2=C(N=CN(C2=O)CCN2CCCC2)O1)C(=O)O